FC=1C=C(OC2=C(C3=C(C(N(S3(=O)=O)C)O)C=C2)C)C=CC1F 6-(3,4-Difluorophenoxy)-3-hydroxy-2,7-dimethyl-2,3-dihydrobenzo[d]isothiazole-1,1-dioxide